boric acid-lithium salt [Li+].B([O-])([O-])[O-].[Li+].[Li+]